3-(3-(dimethylamino)-propylamino)propylamine CN(CCCNCCCN)C